tert-butyl (5-(5-((1S,2S)-2-fluorocyclopropane-1-carboxamido)-1-methyl-1H-pyrrolo[2,3-c]pyridin-2-yl)-6-methoxypyrimidin-4-yl)(methyl)carbamate F[C@@H]1[C@@H](C1)C(=O)NC=1C=C2C(=CN1)N(C(=C2)C=2C(=NC=NC2OC)N(C(OC(C)(C)C)=O)C)C